N1=CC(=CC=C1)\C=N\NC(=O)C1=NC(=CN=C1)C=1C=NC(=CC1)OC(F)(F)F (E)-N'-(pyridin-3-ylmethylene)-6-(6-(trifluoromethoxy)pyridin-3-yl)pyrazine-2-carbohydrazide